(±)-tert-butyl N-[3-[[(trans)-2-cyanocyclopropanecarbonyl]amino]-6-(2-oxo-1,3-benzoxazol-3-yl)-8-isoquinolyl]carbamate C(#N)[C@H]1[C@@H](C1)C(=O)NC=1N=CC2=C(C=C(C=C2C1)N1C(OC2=C1C=CC=C2)=O)NC(OC(C)(C)C)=O |r|